3-chloro-2,4,6-trinitrophenol ClC=1C(=C(C(=CC1[N+](=O)[O-])[N+](=O)[O-])O)[N+](=O)[O-]